C(CCC)(=O)OC[C@@H](OC(CCCCCCCCCCCCCCCCC)=O)COP(=O)([O-])OCC[N+](C)(C)C 1-butyryl-2-octadecanoyl-sn-glycero-3-phosphocholine